4-(5-bromo-1H-7-azaindazol-3-yl)morpholine BrC=1C=C2C(=NNC2=NC1)N1CCOCC1